C(#N)C1=CC=C(C=C1)S=C(N(CCCC)CCCC)[O-] S-(4-Cyanophenyl)dibutylcarbamothioate